FC(C(=O)[O-])(F)F.C[NH+]1[C@H](CCC1)CN(S(N)(=O)=O)C=1C=NN(C1)C (2R)-1-methyl-2-{[(1-methyl-1H-pyrazol-4-yl)(sulfamoyl)amino]methyl}pyrrolidin-1-ium trifluoroacetate